C(CC)[N+]1=CC(=CC=C1)C 1-propyl-3-methylpyridinium